1-Hexyl-2-ethylpyridinium acetat C(C)(=O)[O-].C(CCCCC)[N+]1=C(C=CC=C1)CC